C(C)(C)OC(=O)C=1C(=NC=NC1)C=1C=NN2C1C=CC=C2 4-(pyrazolo[1,5-a]pyridin-3-yl)pyrimidine-5-carboxylic acid isopropyl ester